tert-butyl 2-(3-(6-(4-cyclopropyl-4H-1,2,4-triazol-3-yl) pyridin-2-yl) ureido)-6,7-dihydrothiazolo[5,4]pyridine-5(4H)-carboxylate C1(CC1)N1C(=NN=C1)C1=CC=CC(=N1)NC(NC=1SC=2CCC(NC2N1)C(=O)OC(C)(C)C)=O